3-(2-chloro-4'-(5-oxo-2-oxa-6-azaspiro[3.4]octan-6-yl)-[1,1'-biphenyl]-3-yl)piperidine-2,6-dione ClC1=C(C=CC=C1C1C(NC(CC1)=O)=O)C1=CC=C(C=C1)N1C(C2(COC2)CC1)=O